C1N(CC2=CC=CC=C12)C=1N=C2N(C(C1C#N)=O)C=C(C=C2C(C)NC2=CC=CC=C2)C 2-(isoindolin-2-yl)-7-methyl-4-oxo-9-(1-(phenylamino)ethyl)-4H-pyrido[1,2-a]pyrimidine-3-carbonitrile